hexynyl-alanine C(#CCCCC)N[C@@H](C)C(=O)O